F[B-](F)(F)F.C(C)[N+]1(CCCC1)CCCC N-ethyl-N-butyl-pyrrolidinium tetrafluoroborate